4-(4-(1-aminoethyl)phenyl)-2-cyclopropyl-6-(2-methyl-2H-indazol-5-yl)thiazolo[4,5-d]pyrimidine-5,7(4H,6H)-dione NC(C)C1=CC=C(C=C1)N1C(N(C(C2=C1N=C(S2)C2CC2)=O)C2=CC1=CN(N=C1C=C2)C)=O